N1-(3-fluorophenyl)-N2-((S)-4-methyl-1-oxo-1-(((S)-3-oxo-1-((S)-2-oxopyrrolidin-3-yl)-4-(2,3,5,6-tetrafluorophenoxy)butan-2-yl)amino)pentan-2-yl)oxalamide FC=1C=C(C=CC1)NC(C(=O)N[C@H](C(N[C@@H](C[C@H]1C(NCC1)=O)C(COC1=C(C(=CC(=C1F)F)F)F)=O)=O)CC(C)C)=O